OC(CCN1N=C2C=C(C(=CC2=C1)NC(C1=CC(=CC=C1)S(N)(=O)=O)=O)C=1C=NC=C(C(=O)N[C@@H](C(=O)NC)C)C1)(C)C (R)-5-(2-(3-hydroxy-3-methylbutyl)-5-(3-sulfamoylbenzamido)-2H-indazol-6-yl)-N-(1-(methylamino)-1-oxopropan-2-yl)nicotinamide